O=C1C2CC3(CC(CC1C3)C2)C(=O)OCC=2N=C(SC2)CSC2=C3CN(C(C3=CC=C2)=O)C2C(NC(CC2)=O)=O (2-(((2-(2,6-dioxopiperidin-3-yl)-1-oxoisoindolin-4-yl)thio)methyl)thiazol-4-yl)methyl 4-oxoadamantane-1-carboxylate